7-(5-((2-amino-3-(tert-butoxy)-3-oxopropyl)amino)-5-oxopentyl)-3,4-dihydro-1,8-naphthyridine-1(2H)-carboxylic acid (S)-tert-butyl ester C(C)(C)(C)OC(=O)N1CCCC2=CC=C(N=C12)CCCCC(=O)NCC(C(=O)OC(C)(C)C)N